6-(2-dimethylaminophenyl)-N-(trans-4-morpholinocyclohexyl)-6-(pyridin-4-yl)-9H-pyrimido[4,5-b]indol-4-amine CN(C1=C(C=CC=C1)C1(CC=2C3=C(NC2C=C1)N=CN=C3N[C@@H]3CC[C@H](CC3)N3CCOCC3)C3=CC=NC=C3)C